5-{[(tert-butyldimethylsilyl)oxy]methyl}-7-chloro-4,4-difluoro-2,3,4,5-tetrahydro-1H-1-benzoazepin-5-ol [Si](C)(C)(C(C)(C)C)OCC1(C(CCNC2=C1C=C(C=C2)Cl)(F)F)O